ClC=1C=C(C=CC1)C=1C=2N(C=C(C1)C1=CC=CC=C1)C=C(N2)C2=CC=CC=C2 8-(3-chlorophenyl)-2,6-diphenylimidazo[1,2-a]pyridine